tertbutyl N-[1-[3-(methylamino)-3-oxo-propyl]indol-6-yl]carbamate CNC(CCN1C=CC2=CC=C(C=C12)NC(OC(C)(C)C)=O)=O